8-[(1R)-1-[(2-chloro-3-pyridinyl)amino]ethyl]-3,6-dimethyl-2-phenyl-benzopyran-4-one ClC1=NC=CC=C1N[C@H](C)C1=CC(=CC=2C(C(=C(OC21)C2=CC=CC=C2)C)=O)C